BrC=1C=CC(=C(NC(C)=O)C1)NC1=CC=CC=C1 5'-bromo-2'-(N-phenylamino)-acetanilide